FC1=C(OC2=CC=C3CCN(CC3=C2)C(C=C)=O)C=CC(=C1)F 1-(7-(2,4-difluorophenoxy)-3,4-dihydroisoquinolin-2(1H)-yl)prop-2-en-1-one